COC(C(CCC1=CC=C(C=C1)F)NC1=C(C(=CC=C1)C(F)(F)F)CN)=O.BrC1=CC(=C(C=C2CN(C2)CCCF)C=C1F)F 3-(4-bromo-2,5-difluorobenzylidene)-1-(3-fluoropropyl)azetidine Methyl-2-((2-(aminomethyl)-3-(trifluoromethyl)phenyl)amino)-4-(4-fluorophenyl)butanoate